C(C)(C)(C)N1N=C(C(=C1)C(=O)NC1=C(C=C(C(=C1)C=1C=C(C=2N(C1)C=CN2)C2(CCOCC2)F)C)F)F 1-(Tert-butyl)-3-fluoro-N-(2-fluoro-5-(8-(4-fluorotetrahydro-2H-pyran-4-yl)imidazo[1,2-a]pyridin-6-yl)-4-methylphenyl)-1H-pyrazole-4-carboxamide